OC(CN(C(CN)C)CC(C)O)C bis(2-hydroxypropyl)propylenediamine